pentyl (R)-4-((3S,8S,9S,10R,13R,14S,17R)-3-Hydroxy-10,13-dimethyl-2,3,4,7,8,9,10,11,12,13,14,15,16,17-tetradecahydro-1H-cyclopenta[a]phenanthrene-17-yl)pentanoate O[C@H]1CC[C@@]2([C@H]3CC[C@@]4([C@H](CC[C@H]4[C@@H]3CC=C2C1)[C@@H](CCC(=O)OCCCCC)C)C)C